C(C)(=O)C=1C=C(C=C2C(C(=C(OC12)SCC)C)=O)C 8-acetyl-2-(ethylthio)-3,6-dimethyl-4H-chromen-4-one